FC(OCCN1N=NC=C1C(=O)OCC)(F)F ethyl 1-(2-(trifluoromethoxy)ethyl)-1H-1,2,3-triazole-5-carboxylate